C1(CCCCC1)NCC1=CC=C(CCSC2=C3CN(C(C3=CC=C2)=O)C2C(NC(CC2)=O)=O)C=C1 3-(4-((4-((cyclohexylamino)methyl)phenethyl)thio)-1-oxoisoindolin-2-yl)piperidine-2,6-dione